Boc-(R)-γ-(4-methylbenzyl)-L-proline C(=O)(OC(C)(C)C)N1[C@H](CC(C1)CC1=CC=C(C=C1)C)C(=O)O